BrC=1C=C(C=2N(C1)N=C(N2)N)N2CCOCC2 6-bromo-8-(morpholin-4-yl)-[1,2,4]triazolo[1,5-a]pyridin-2-amine